1-(4-(4-((1-(2-methoxyethyl)-3-(trifluoromethyl)-1H-pyrazol-4-yl)amino)pyrimidin-2-yl)phenyl)imidazolidin-2-one COCCN1N=C(C(=C1)NC1=NC(=NC=C1)C1=CC=C(C=C1)N1C(NCC1)=O)C(F)(F)F